formamidine germanium iodine [I].[Ge].C(=N)N